1,1-bis(4-hydroxy-3-tert-butylphenyl)-1-phenylethane OC1=C(C=C(C=C1)C(C)(C1=CC=CC=C1)C1=CC(=C(C=C1)O)C(C)(C)C)C(C)(C)C